6-(6-ethynyl-5-methoxypyridin-3-yl)-7-methyl-5-(4-((4-methylpyrimidin-2-yl)oxy)phenyl)-7H-pyrrolo[2,3-d]pyrimidin-4-amine C(#C)C1=C(C=C(C=N1)C1=C(C2=C(N=CN=C2N)N1C)C1=CC=C(C=C1)OC1=NC=CC(=N1)C)OC